BrC=1C(=C2C(N(C=NC2=CC1)C)=O)C 6-bromo-3,5-dimethylquinazolin-4-one